imidazolium (imidazolium) salt N1C=[NH+]C=C1.N1C=[NH+]C=C1